[Co].[Ta].[W] tungsten-tantalum-cobalt